CC1=C(C2=C(C(=N1)C=1C=NN(C1)C)CN(C2)C(=O)OC(C)(C)C)C tert-butyl 6,7-dimethyl-4-(1-methyl-1H-pyrazol-4-yl)-1,3-dihydro-2H-pyrrolo[3,4-C]pyridine-2-carboxylate